COC1=CC=C(OC2=CC=C(C=C2)C(C)(C)C2=CC=C(C=C2)C(C)(C)C2=CC=C(C=C2)OC2=CC=C(C=C2)OC)C=C1 1,4-bis(2-(4-(4-methoxyphenoxy)phenyl)propan-2-yl)benzene